3-benzyl-6-(cyclopentylmethyl)-2,3,4,6-tetrahydropyrido[3,4-c][1,8]naphthyridin-5(1H)-one C(C1=CC=CC=C1)N1CC=2C(N(C=3N=CC=CC3C2CC1)CC1CCCC1)=O